ClC1=C(C=C(C=C1)F)CC(=O)NC1=CC(=C(C=C1)N1N=C(N=C1)C(F)(F)F)S(N)(=O)=O 2-(2-chloro-5-fluorophenyl)-N-{3-sulfamoyl-4-[3-(Trifluoromethyl)-1H-1,2,4-triazol-1-yl]phenyl}acetamide